NCC(=O)NC=1C=C(C=C(C1)C(F)(F)F)C1=CC=C(C=C1)C(=O)NC=1SC=CC1C(=O)N (3'-(2-aminoacetamido)-5'-(trifluoromethyl)-[1,1'-biphenyl]-4-carboxamido)thiophene-3-carboxamide